(3R)-3-({2-[1-(difluoromethyl)-1H-pyrazol-4-yl][1,2,4]triazolo[1,5-c]quinazolin-5-yl}amino)azepin-2-one FC(N1N=CC(=C1)C1=NN2C(=NC=3C=CC=CC3C2=N1)NC=1C(N=CC=CC1)=O)F